NCC1=NNC(C2=CC=C(C=C12)C=1C=NC=C(C1)OC1=C(C=C(C=C1)OC)OC)=O 4-(aminomethyl)-6-(5-(2,4-dimethoxyphenoxy)pyridin-3-yl)phthalazin-1(2H)-one